C1(=CC=C(C=C1)N(C1=CC=C(C=C1)C1=CC=C(C=C1)N(C1=CC=C(C=C1)C1=CC=C(C=C1)C1=CC=CC=C1)C1=CC=CC=C1)C1=CC=C(C=C1)C1=CC=CC=C1)C1=CC=CC=C1 N4,N4-bis([1,1'-biphenyl]-4-yl)-N4'-phenyl-N4'-[1,1':4',1''-terphenyl]-4-yl-[1,1'-biphenyl]-4,4'-diamine